3R-epoxycarene [C@]123C(C(=CCC1C2(C)C)C)O3